(2R,3R,4R,5R)-5-(4-benzamido-2-oxopyrimidin-1(2H)-yl)-4-((tert-butyldimethylsilyl)oxy)-2-(((tert-butyldimethylsilyl)oxy)methyl)tetrahydrofuran-3-yl methyl carbonate C(O[C@@H]1[C@H](O[C@H]([C@@H]1O[Si](C)(C)C(C)(C)C)N1C(N=C(C=C1)NC(C1=CC=CC=C1)=O)=O)CO[Si](C)(C)C(C)(C)C)(OC)=O